Br\C=C/1\[C@H]2CC[C@@H]([C@]2(CCC1)C)[C@@H](CN1CCC(CC1)C(F)F)C 1-((2S)-2-((1R,3aS,7aR,E)-4-(bromomethylene)-7a-methyloctahydro-1H-inden-1-yl)propyl)-4-(difluoromethyl)piperidine